2-(5-fluoroisoindolin-2-yl)-8-(1-hydroxyethyl)-3,6-dimethylquinazolin-4(3H)-one FC=1C=C2CN(CC2=CC1)C1=NC2=C(C=C(C=C2C(N1C)=O)C)C(C)O